C(#N)[C@H]1N(CSC1)C(CNC(=O)C1=CC=NC2=CC=C(C=C12)N1C=C(C=C1)C)=O (R)-N-(2-(4-cyanothiazolidin-3-yl)-2-oxoethyl)-6-(3-methyl-1H-pyrrol-1-yl)-quinoline-4-carboxamide